C(CCC)OC(C=1C(C(=O)OCCCC)=CC=CC1)=O.C(=CC1=CC=CC=C1)/C(=C/C(=O)O)/C(=O)O styrene-maleic acid dibutyl-phthalate